OC1=C(C=CC(=C1)OC)C(=O)C1=CC=C(C=C1)C (2-Hydroxy-4-methoxyphenyl)(4-methylphenyl)methanone